1H-Benzo[d]imidazole-6-carboxylic acid N1C=NC2=C1C=C(C=C2)C(=O)O